2-(4-Fluoro-3-((2-((2-(4-(trifluoromethoxy)phenyl)-1H-benzo[d]imidazol-1-yl)methyl)benzyl)oxy)phenyl)acetic acid FC1=C(C=C(C=C1)CC(=O)O)OCC1=C(C=CC=C1)CN1C(=NC2=C1C=CC=C2)C2=CC=C(C=C2)OC(F)(F)F